erbium eicosenoate C(C=CCCCCCCCCCCCCCCCCC)(=O)[O-].[Er+3].C(C=CCCCCCCCCCCCCCCCCC)(=O)[O-].C(C=CCCCCCCCCCCCCCCCCC)(=O)[O-]